1-(4-Bromo-2-methoxyphenyl)-4-chloro-6-methylphthalazine BrC1=CC(=C(C=C1)C1=NN=C(C2=CC(=CC=C12)C)Cl)OC